3-(2-((3s,5s)-3-(1,3-dimethyl-1H-pyrazol-4-yl)-5-methylpiperidin-1-yl)pyrimidin-4-yl)-6-(trifluoromethyl)imidazo[1,2-a]pyridine CN1N=C(C(=C1)[C@H]1CN(C[C@H](C1)C)C1=NC=CC(=N1)C1=CN=C2N1C=C(C=C2)C(F)(F)F)C